C(C)(=O)OCC\C=C(/CC\C=C(\CCC=C(C)C)/C)\C (3Z,7E)-4,8,12-trimethyltrideca-3,7,11-trien-1-yl acetate